Cl.Cl.CN(C=1SC2=C(N=NC(=C2)C2=C(C=C(C=C2)C=2C=NNC2)O)N1)[C@H]1CNCCC1 2-(6-{methyl-[(3R)-piperidin-3-yl]amino}[1,3]thiazolo[4,5-c]pyridazin-3-yl)-5-(1H-pyrazol-4-yl)phenol dihydrochloride